FC1=C(C=C(C=C1)C=1C=CC=2N(N1)C(=CN2)C2=NC=CC(=C2C#N)OC)O[C@@H](CO)CN2N=NN=C2 2-[6-(4-fluoro-3-{[(2R)-1-hydroxy-3-(1H-tetrazol-1-yl)propan-2-yl]oxy}phenyl)imidazo[1,2-b]pyridazin-3-yl]-4-methoxypyridine-3-carbonitrile